tert-butyl (3S)-4-(7-(8-chloronaphthalen-1-yl)-2-(((S)-1-methyl-pyrrolidin-2-yl)methoxy)-7,8-dihydro-5H-pyrano[4,3-d]pyrimidin-4-yl)-3-methyl-piperazine-1-carboxylate ClC=1C=CC=C2C=CC=C(C12)C1CC=2N=C(N=C(C2CO1)N1[C@H](CN(CC1)C(=O)OC(C)(C)C)C)OC[C@H]1N(CCC1)C